C(#N)C1=C(C=CC=C1)[C@H]([C@H](C)C=1N(C(C(=C(N1)C(=O)NC=1C=NOC1)O)=O)C)C1=NC(=CN=C1C)C 2-((1S,2S)-1-(2-cyanophenyl)-1-(3,6-dimethylpyrazin-2-yl)propan-2-yl)-5-hydroxy-N-(isoxazol-4-yl)-1-methyl-6-oxo-1,6-dihydropyrimidine-4-carboxamide